Cl.N1CCC(CC1)CCCC(=O)O 4-(4-piperidinyl)butanoic acid hydrochloride